(2R,5S)-N-(2-(3-(But-3-yn-1-yl)-3H-diazirin-3-yl)ethyl)-5-(4-chlorobenzyl)-4-(4-(1,5-dimethyl-1H-pyrazol-3-yl)cyclohexyl)morpholin-2-carboxamid C(CC#C)C1(N=N1)CCNC(=O)[C@H]1CN([C@H](CO1)CC1=CC=C(C=C1)Cl)C1CCC(CC1)C1=NN(C(=C1)C)C